naphthalene-2-d C1=C(C=CC2=CC=CC=C12)[2H]